(S)-2-(5-((4-((2-chloro-5-((3-methoxy-1-methyl-1H-pyrazol-4-yl)ethynyl)pyridin-4-yl)amino)butan-2-yl)oxy)-1,3-dimethyl-1H-pyrazol-4-yl)pyrimidin-4-amine ClC1=NC=C(C(=C1)NCC[C@H](C)OC1=C(C(=NN1C)C)C1=NC=CC(=N1)N)C#CC=1C(=NN(C1)C)OC